7-Azabenzotriazol-1-yloxytripyrrolidinophosphonium hexafluorophosphate F[P-](F)(F)(F)(F)F.N1(N=NC2=C1N=CC=C2)O[P+](N2CCCC2)(N2CCCC2)N2CCCC2